2-acetyl-3,3-dimethyl-indole C(C)(=O)C1=NC2=CC=CC=C2C1(C)C